dichloroethan ethyl-3-(3-pyridyl)-propionate HCl salt Cl.C(C)OC(CCC=1C=NC=CC1)=O.ClC(C)Cl